trans-2-(cyanoamino)-N-(5-cyclohexyl-1,3-thiazol-2-yl)cyclopropane-1-carboxamide C(#N)N[C@H]1[C@@H](C1)C(=O)NC=1SC(=CN1)C1CCCCC1